N-[1-(8-Cyano-quinolin-5-yl)-5-trifluoromethyl-piperidin-3-yl]-2-morpholin-4-yl-acetamide C(#N)C=1C=CC(=C2C=CC=NC12)N1CC(CC(C1)C(F)(F)F)NC(CN1CCOCC1)=O